1,3,5-trimethyl-N-[3-(piperidine-1-carbonyl)pyrazolo[1,5-a]pyridin-7-yl]pyrazole-4-sulfonamide CN1N=C(C(=C1C)S(=O)(=O)NC1=CC=CC=2N1N=CC2C(=O)N2CCCCC2)C